COC1=CC=C(COC2=NC=CC=N2)C=C1 4-methoxybenzyl(oxy)pyrimidine